3-ISOPROPYL-N-((S)-1-PHENYLETHYL)-6-(PIPERIDIN-3-YLTHIO)IMIDAZO[1,2-A]PYRAZIN-8-AMINE DIHYDROCHLORIDE Cl.Cl.C(C)(C)C1=CN=C2N1C=C(N=C2N[C@@H](C)C2=CC=CC=C2)SC2CNCCC2